[Al+3].CP([O-])([O-])=O.CP([O-])([O-])=O.CP([O-])([O-])=O.[Al+3] tris[methylphosphonic acid] aluminum salt